CCCCCCCCCCCCCCCC n-Hexadecan